N-{5H,6H,7H-pyrazolo[3,2-b][1,3]oxazin-3-yl}-6-(tri-fluoromethyl)pyridine-3-carboxamide N1=CC(=C2OCCCN21)NC(=O)C=2C=NC(=CC2)C(F)(F)F